C(C)OC1CCC(CC1)N1N=C(C(=C1)NC(=O)C=1N=C(SC1)C=1C=NNC1)C1=NC=CC=N1 N-(1-((1r,4r)-4-ethoxycyclohexyl)-3-(pyrimidin-2-yl)-1H-pyrazol-4-yl)-2-(1H-pyrazol-4-yl)thiazole-4-carboxamide